FC1OC=CC1 fluorodihydrofurane